O[C@]1([C@H](N(CCC1)C(=O)OC(C)(C)C)CO)C tert-butyl (2R,3R)-3-hydroxy-2-(hydroxymethyl)-3-methylpiperidine-1-carboxylate